COC(C(C)C)C1=CC=CC(=N1)CN1N=NC(=C1)C1=CC(=NC(=N1)NC(COC1=CC=CC=C1)=O)C=1C=C(C#N)C=CC1 m-[6-(1-{[6-(1-methoxy-2-methylpropyl)-2-pyridinyl]methyl}-1H-1,2,3-triazol-4-yl)-2-(2-phenoxyacetylamino)-4-pyrimidinyl]benzonitrile